cyclohexyldi(1-piperidinyl)phosphine C1(CCCCC1)P(N1CCCCC1)N1CCCCC1